N-{(5R)-8-chloro-1-[trans-4-(pyridin-2-yloxy)cyclohexyl]-5,6-dihydro-4H-[1,2,4]triazolo[4,3-a][1]benzazepin-5-yl}cyclobutanecarboxamide ClC=1C=CC2=C(C[C@H](CC=3N2C(=NN3)[C@@H]3CC[C@H](CC3)OC3=NC=CC=C3)NC(=O)C3CCC3)C1